C(COCCOCC(=O)N)(=O)N 3,6-dioxaoctanediamide